2-(4-amino-3-methylphenyl)-5-fluorobenzothiazole NC1=C(C=C(C=C1)C=1SC2=C(N1)C=C(C=C2)F)C